O1CCC(CC1)CCCOS(=O)(=O)C1=CC=C(C=C1)C.CC1=CC=C(C=C1)S(=O)(=O)OCCCC1CCOCC1 3-tetrahydropyran-4-ylpropyl 4-methylbenzenesulfonate 3-tetrahydropyran-4-ylpropyl-4-methylbenzenesulfonate